1-(4-fluorophenyl)-3,4-dihydroisoquinoline-2(1H)-carboxylic acid (S)-ethyl ester C(C)OC(=O)N1C(C2=CC=CC=C2CC1)C1=CC=C(C=C1)F